ClC1=C(C=C(C=C1)F)C1(NC(C2=C3CN(CC3=CC(=C21)NCC2=C(C=C(C=C2)OC)OC)C)=O)O 3-(2-chloro-5-fluorophenyl)-4-{[(2,4-dimethoxyphenyl)methyl]amino}-3-hydroxy-7-methyl-1,2,3,6,7,8-hexahydropyrrolo[4,3-e]isoindol-1-one